CN1C[C@H](CC1)OC(=O)C1=CC=C2C(=CC=NC2=C1)NC1=CN=NC(=C1)C1=C(C=CC(=C1)Cl)F 4-{[6-(5-chloro-2-fluorophenyl)pyridazin-4-yl]amino}quinoline-7-carboxylic acid (3S)-1-methylpyrrolidin-3-yl ester